(R)-4-fluoro-6-(iodomethyl)-1-methyl-6,7-dihydro-5H-cyclopenta[c]Pyridine FC=1C2=C(C(=NC1)C)C[C@H](C2)CI